FC(C1=CNC2=C(C=CC=C12)N)(F)F 3-(trifluoromethyl)-1H-indol-7-amine